NC1=CC(=C(C=C1)C(C=CC1=CC(=C(C=C1)O)C)=O)C 1-(4-Amino-2-methylphenyl)-3-(4-hydroxy-3-methylphenyl)prop-2-en-1-one